1,3-Dimethylthiourea CNC(=S)NC